tert-butyl 3-(5-(3-benzoylphenylcarbamoyl)-3-(trifluoromethyl)-1H-pyrazol-1-yl)benzylcarbamate C(C1=CC=CC=C1)(=O)C=1C=C(C=CC1)NC(=O)C1=CC(=NN1C=1C=C(CNC(OC(C)(C)C)=O)C=CC1)C(F)(F)F